FC=1C=C2CN(CC2=CC1)C(CSC1=C(C=CC=C1)F)=O 1-(5-fluoro-1,3-dihydro-2H-isoindol-2-yl)-2-[(2-fluorophenyl)sulfanyl]ethanone